benzoyl-hydrazine carbon [C].C(C1=CC=CC=C1)(=O)NN